C(C)(C)OC=1C=C(C=CC1)C1=CC(=CC=2CNS(OC21)(=O)=O)F 8-(3-Isopropoxyphenyl)-6-fluoro-3,4-dihydrobenzo[e][1,2,3]oxathiazine 2,2-Di-oxide